C1(=CC=C(C=C1)NC=1C=2N(C3=C(N1)C=CN=C3)C=NC2C(=O)O)C 4-(p-tolylamino)imidazo[1,5-a]pyrido[4,3-e]pyrazine-3-carboxylic acid